NCC1=CC=C(C=C1)NC(=O)C1=CC2=C(OCCC3=C2SC=C3)C=C1C=1C(=NC(=CC1)C(NC1=CC(=CC(=C1)OC)OC)=O)C(=O)OC methyl 3-(9-((4-(aminomethyl)phenyl)carbamoyl)-4,5-dihydrobenzo[b]thieno[2,3-d]oxepin-8-yl)-6-((3,5-dimethoxyphenyl)carbamoyl)picolinate